Cl.N1N=C(N=C1)CN (1H-1,2,4-triazol-3-yl)methylamine hydrochloride